ClC1=CC(=C(C=C1C1CC1)C1=CC(=NC=C1)C1CC1)OCOCC[Si](C)(C)C 4-(4-chloro-5-cyclopropyl-2-[[2-(trimethylsilyl)ethoxy]methoxy]phenyl)-2-cyclopropylpyridine